21-[4-[2,6-bis(diethylamino)-4-pyrimidinyl]-1-piperazinyl]-16α-methylpregna-1,4,9(11)-triene-3,20-dione C(C)N(C1=NC(=CC(=N1)N1CCN(CC1)CC([C@H]1[C@@H](C[C@H]2[C@@H]3CCC4=CC(C=C[C@]4(C)C3=CC[C@]12C)=O)C)=O)N(CC)CC)CC